6-(3-(4-chloro-3-fluorophenyl)-1,2,4-oxadiazol-5-yl)-2,2-dimethyl-3,4-dihydro-2H-pyrano[2,3-b]pyridin-3-ol ClC1=C(C=C(C=C1)C1=NOC(=N1)C=1C=C2C(=NC1)OC(C(C2)O)(C)C)F